2,4,5-tri(dimethylaminomethyl)phenol CN(C)CC1=C(C=C(C(=C1)CN(C)C)CN(C)C)O